methyl (1S,4s)-4-{3-[(R)-2-(5-fluoro-3-pyridyl)-2-hydroxyethylamino]-3-methylbutyl}cyclohexanecarboxylate FC=1C=C(C=NC1)[C@H](CNC(CCC1CCC(CC1)C(=O)OC)(C)C)O